FC(C1OCC2=CC=C(C=C12)C#N)(F)F 3-trifluoromethyl-1,3-dihydroisobenzofuran-5-carbonitrile